tungsten-yttrium [Y].[W]